6-(5-chloro-2-((4-((methylsulfonyl)methyl)phenyl)amino)pyrimidin-4-yl)-4,4-dimethyl-3,4-dihydroisoquinolin-1(2H)-one ClC=1C(=NC(=NC1)NC1=CC=C(C=C1)CS(=O)(=O)C)C=1C=C2C(CNC(C2=CC1)=O)(C)C